N[C@@H](C(C([2H])([2H])[2H])(C([2H])([2H])[2H])[2H])C(=O)O Valine-3,4,4,4,4',4',4'-d7